FCC1=NN2C(=NC(=CC2=N1)NC(C)=O)C=1OC(=CC1)C N-[2-(fluoromethyl)-5-(5-methylfuran-2-yl)-[1,2,4]triazolo[1,5-c]pyrimidin-7-yl]acetamide